C(C)OCC=1NC=C(N1)C(C)C 2-(ethoxymethyl)-4-(propan-2-yl)-1H-imidazole